cis-3-oxabicyclo[3.1.0]hexane-2,4-dione [C@@H]12C(OC([C@H]2C1)=O)=O